FC(CCN1C[C@@H](CC1)OC1=CC=C(S1)[C@H]1N([C@@H](CC2=C1NC1=CC=CC=C21)C)CC(C)(C)F)F (1S,3R)-1-[5-[(3R)-1-(3,3-difluoropropyl)pyrrolidin-3-yl]oxy-2-thienyl]-2-(2-fluoro-2-methyl-propyl)-3-methyl-1,3,4,9-tetrahydropyrido[3,4-b]indole